BrC=1C=C2C=NN(C2=CC1)CC1=NC=CC=N1 5-bromo-1-(pyrimidin-2-ylmethyl)-1H-indazole